C(C)(C)OC=1C=CC(=NC1)NC=1SC=C(N1)C1=NC=C(C=C1)OC N-(5-isopropoxypyridin-2-yl)-4-(5-methoxypyridin-2-yl)thiazol-2-amine